COC1=C(C=C(C=C1)NC(=O)[C@@H]1N(C(CC1)=O)C)OC1CCC(CC1)C(F)(F)F (R)-N-(4-Methoxy-3-(((1s,4S)-4-(trifluoromethyl)cyclohexyl)oxy)phenyl)-1-methyl-5-oxopyrrolidine-2-carboxamide